3-(2-Boronoethyl)-2-hydroxy-6-{[1-(1H-1,2,4-triazole-3-carbonyl)azetidin-3-yl]oxy}benzoic acid B(O)(O)CCC=1C(=C(C(=O)O)C(=CC1)OC1CN(C1)C(=O)C1=NNC=N1)O